NC=1C(=NC=C(N1)Cl)SC=1C(=C(C=CC1)S(=O)(=O)N)Cl ((3-amino-5-chloropyrazin-2-yl)thio)-2-chlorobenzenesulfonamide